(4S,6S)-Methyl 2-amino-4-(5-((Z)-2-(5-cyanopyridin-2-yl)-2-fluorovinyl)-2-fluorophenyl)-4,6-dimethyl-5,6-dihydro-4H-1,3-thiazine-6-carboxylate NC=1S[C@@](C[C@@](N1)(C)C1=C(C=CC(=C1)\C=C(/F)\C1=NC=C(C=C1)C#N)F)(C(=O)OC)C